2,2,2-trifluoroethyl 2-oxo-2-[(5-oxo-6,7-dihydropyrrolo[3,4-b]pyridin-3-yl)amino]acetate O=C(C(=O)OCC(F)(F)F)NC=1C=C2C(=NC1)CNC2=O